[OH-].C(C(=C)C)(=O)OCC[N+](CCCS(=O)(=O)O)(C)C (2-(Methacryloyloxy)ethyl)dimethyl(3-sulfopropyl)ammonium hydroxid